C(CCC)OC1=CC=C(C=C1)C=CC(=O)C1=CC=C(C=C1)CCCC(=O)O 4-[4-[3-(4-Butoxyphenyl)prop-2-enoyl]phenyl]butanoic acid